N1CCC(CC1)CN1CCNCC1 4-(piperidin-4-ylmethyl)piperazin